FC=1C=C(C=C(C1)F)[C@H]1N(OCC1)C(=O)[C@@H]1CC[C@H](CC1)CN1N=C2C=CC(=CC2=C1)F trans-((S)-3-(3,5-difluorophenyl)isoxazolidin-2-yl)(4-((5-fluoro-2H-indazol-2-yl)methyl)cyclohexyl)methanone